propyl caproate (propyl hexanoate) C(CC)C(C(=O)O)CCCC.C(CCCCC)(=O)OCCC